C(#N)C1=CC(=C(C=C1)COC1=CC=CC(=N1)N1CC2C(C1)CN(C2)CC=2N(C1=C(N2)C=CC(=C1)C(=O)O)CC1COCC1)F 2-[(5-{6-[(4-cyano-2-fluorophenyl)methoxy]pyridin-2-yl}-hexahydropyrrolo[3,4-c]pyrrol-2-yl)methyl]-3-(oxolan-3-ylmethyl)-1,3-benzodiazole-5-carboxylic acid